tert-amylperoxybenzoate C(C)(C)(CC)OOC(C1=CC=CC=C1)=O